[NH4+].N[C@@H](CC(=O)[O-])C(=O)[O-].[NH4+] L-aspartate ammonium salt